5,5'-methylenebis(2-aminobenzamide) C(C=1C=CC(=C(C(=O)N)C1)N)C=1C=CC(=C(C(=O)N)C1)N